o-aminobenzoylpyridine NC1=NC=CC=C1C(C1=CC=CC=C1)=O